2,4,6-tris((p-carboxyphenyl)amino)-1,3,5-triazine C(=O)(O)C1=CC=C(C=C1)NC1=NC(=NC(=N1)NC1=CC=C(C=C1)C(=O)O)NC1=CC=C(C=C1)C(=O)O